N-(4-chloro-5-((5-methoxypyridin-2-yl)ethynyl)-8-(methylamino)-2,7-naphthyridin-3-yl)cyclopropanecarboxamide ClC1=C(N=CC2=C(N=CC(=C12)C#CC1=NC=C(C=C1)OC)NC)NC(=O)C1CC1